4-[4-fluoro-2-(2,2,2-trifluoroethoxy)phenyl]-2-[4-(2-hydroxy-2-methylpropyl)phenyl]-2,3-dihydro-1H-pyrrolo[3,4-c]pyridin-1-one FC1=CC(=C(C=C1)C1=NC=CC2=C1CN(C2=O)C2=CC=C(C=C2)CC(C)(C)O)OCC(F)(F)F